Pyrido[3,4-f][1,4]Oxazepine O1C=CN=CC2=C1C=CN=C2